BrC1=C(C(=CC(=C1)C(C(F)(F)F)(C(F)(F)F)F)C(F)(F)F)NC(C1=C(C(=CC=C1)N(C(C1=CC=C(C=C1)I)=O)CC1CC1)F)=O N-(2-Bromo-4-(perfluoropropan-2-yl)-6-(trifluoromethyl)phenyl)-3-(N-(cyclopropylmethyl)-4-iodobenzamido)-2-fluorobenzamid